C/C=C(\\C)/C(=O)O[C@H]1[C@@]2(C[C@@]3([C@]1([C@H](C4=C5[C@H](C(=O)O[C@H]([C@@]5(CC[C@@H]4[C@@]3([C@H]2CC(=O)OC)C)C)C6=COC=C6)O)OC(=O)C(C)C)O)O)C The molecule is a limonoid with a phragmalin skeleton isolated from the leaves of Trichilia connaroides. It has a role as a plant metabolite. It is a delta-lactone, a bridged compound, a member of furans, a limonoid, an organic heteropentacyclic compound, a methyl ester and an enoate ester. It derives from a tiglic acid and an isobutyric acid.